(E)-N'-(3,5-dimethoxybenzylidene)-6-(4-ethoxy-2-(trifluoromethyl)phenyl)pyrazine-2-carbohydrazide COC=1C=C(\C=N\NC(=O)C2=NC(=CN=C2)C2=C(C=C(C=C2)OCC)C(F)(F)F)C=C(C1)OC